((S)-2,2-dimethyl-1,3-dioxolan-4-yl)((3S,4S)-4-(3-((1-(5-ethyl-6-methylpyridin-2-yl)azetidin-3-yl)oxy)-4-methoxyphenyl)-3-((R)-1-hydroxyethyl)-3-methylpyrrolidin-1-yl)methanone CC1(OC[C@H](O1)C(=O)N1C[C@@]([C@@H](C1)C1=CC(=C(C=C1)OC)OC1CN(C1)C1=NC(=C(C=C1)CC)C)(C)[C@@H](C)O)C